1,1'-(2,4,6-trihydroxy-1,3-phenylene)bis(5-phenylpentan-1-one) OC1=C(C(=CC(=C1C(CCCCC1=CC=CC=C1)=O)O)O)C(CCCCC1=CC=CC=C1)=O